CC=1SC(=CN1)C1=CC=C(CC2=C3C(=NC(=C2)C(=O)O)CCO3)C=C1 7-(4-(2-methyl-1,3-thiazol-5-yl)benzyl)-2,3-dihydrofuro[3,2-b]pyridine-5-carboxylic acid